7-{[(1S)-1-{4-[4-(4-ethylpiperazin-1-yl)tetrahydro-2H-pyran-4-yl]phenyl}ethyl]amino}-1-ethyl-1,4-dihydro-2H-pyrimido[4,5-d][1,3]oxazin-2-on C(C)N1CCN(CC1)C1(CCOCC1)C1=CC=C(C=C1)[C@H](C)NC=1N=CC2=C(N(C(OC2)=O)CC)N1